CN(C)C[B-](F)(F)F.[K+] potassium ((dimethylamino)methyl)-trifluoroborate